1-[3-(cyclopropylsulfamoyl)-4-methyl-phenyl]-3-[(1S)-1-(2-pyrimidin-2-yl-1,2,4-triazol-3-yl)ethyl]urea C1(CC1)NS(=O)(=O)C=1C=C(C=CC1C)NC(=O)N[C@@H](C)C=1N(N=CN1)C1=NC=CC=N1